2-((R)-2-((R)-1-((2S,3R)-3-hydroxy-2-(6-phenylpicolinamido)butanamido)-3-methylbutyl)-4-(methoxycarbonyl)-6-oxo-1,3,2-dioxaborinan-4-yl)acetic acid O[C@@H]([C@@H](C(=O)N[C@@H](CC(C)C)B1OC(C[C@@](O1)(C(=O)OC)CC(=O)O)=O)NC(C1=NC(=CC=C1)C1=CC=CC=C1)=O)C